C(CC)N (PROPYL)AMINE